C(C1=CC=CC=C1)N1CCC2(C(NC3=NC=CC=C32)=O)CCC1 1-benzyl-spiro[azepane-4,3'-pyrrolo[2,3-B]pyridin]-2'(1'H)-one